[1-(5,6-Dimethylfuro[2,3-d]pyrimidin-4-yl)-3-piperidinyl](4-ethyl-1-piperazinyl)methanone CC1=C(OC=2N=CN=C(C21)N2CC(CCC2)C(=O)N2CCN(CC2)CC)C